3-(5-sulfamoylthiophen-2-yl)propionic acid S(N)(=O)(=O)C1=CC=C(S1)CCC(=O)O